5-((2-(4-(((5-(Trifluoromethyl)-1H-indol-2-yl)methyl)amino)butoxy)ethyl)amino)benzo[c][2,6]naphthyridine-8-carboxylic acid FC(C=1C=C2C=C(NC2=CC1)CNCCCCOCCNC1=NC2=C(C3=CN=CC=C13)C=CC(=C2)C(=O)O)(F)F